COC=1C=C(C=CC1OC)C(C)C1=CC=2NC3=CC=CC=C3SC2C=C1 2-(1-(3,4-dimethoxyphenyl)ethyl)-10H-phenothiazine